lithium ethanesulfonate methyl-2-(7-bromo-4-(difluoromethoxy)-1-oxophthalazin-2(1H)-yl)acetate COC(CN1C(C2=CC(=CC=C2C(=N1)OC(F)F)Br)=O)=O.C(C)S(=O)(=O)[O-].[Li+]